2,6-dimethyl-5-(propylamino)-4-hepten-3-one CC(C)C(C=C(C(C)C)NCCC)=O